OC1N(C(N(C1)C)=O)C1=NC=CC(=C1)C(F)(F)F 4-hydroxy-1-methyl-3-[4-(trifluoromethyl)pyridin-2-yl]imidazolin-2-one